4-(5-((1S,5R)-5-(trifluoromethyl)-3-(8-(trifluoromethyl)quinolin-5-yl)-3-azabicyclo[3.1.0]hexan-1-yl)-1,3,4-oxadiazol-2-yl)piperidin-4-ol FC([C@]12CN(C[C@@]2(C1)C1=NN=C(O1)C1(CCNCC1)O)C1=C2C=CC=NC2=C(C=C1)C(F)(F)F)(F)F